C(CCCCCCCC)C(\C=C/CCCCCC#N)C(CCCCCCCC#N)CCCCCCCCC (7Z)-9,10-dinonyloctadec-7-enedinitrile